tetradecyl-ethyleneglycol diacrylate C(C=C)(=O)OC(COC(C=C)=O)CCCCCCCCCCCCCC